methyltri(n-octyl)ammonium chloride [Cl-].C[N+](CCCCCCCC)(CCCCCCCC)CCCCCCCC